1-(2-(dimethylamino)-4-methylbenzyl)-3-(thiophen-3-ylmethyl)guanidine CN(C1=C(CNC(=N)NCC2=CSC=C2)C=CC(=C1)C)C